triethylamine 4-hydroxybenzenesulfonate salt OC1=CC=C(C=C1)S(=O)(=O)O.C(C)N(CC)CC